(2R,3S)-2-(3-(5,6-dichloro-2-(hydroxymethyl)-1H-benzo[d]imidazol-1-yl)propyl)piperidin-3-ol bis(trifluoromethanesulfonyl)imide calcium(II) [Ca+2].[N-](S(=O)(=O)C(F)(F)F)S(=O)(=O)C(F)(F)F.ClC1=CC2=C(N(C(=N2)CO)CCC[C@H]2NCCC[C@@H]2O)C=C1Cl.[N-](S(=O)(=O)C(F)(F)F)S(=O)(=O)C(F)(F)F